S(=O)(=O)(C1=CC=C(C)C=C1)N\N=C\C=1C=NN(C1)C(=O)OC(C)(C)C tert-butyl (E)-4-((2-tosylhydrazineylidene)methyl)-1H-pyrazole-1-carboxylate